(8-(5-(4-fluoro-2-methoxyphenyl)imidazo[2,1-b][1,3,4]thiadiazol-2-yl)-1-oxa-8-azaspiro[4.5]decan-2-yl)methanamine FC1=CC(=C(C=C1)C1=CN=C2SC(=NN21)N2CCC1(CCC(O1)CN)CC2)OC